N-(2-(2,6-dioxopiperidin-3-yl)-1-oxoisoindolin-5-yl)-4-(trifluoromethyl)benzenesulfonamide O=C1NC(CCC1N1C(C2=CC=C(C=C2C1)NS(=O)(=O)C1=CC=C(C=C1)C(F)(F)F)=O)=O